bistrifluoromethyl-biphenyl-diamine FC(F)(F)C=1C(=C(C(=C(C1)C1=CC=CC=C1)N)N)C(F)(F)F